C(C)(C)(C)OOC(C)(C)C di-(tert-butyl)peroxide